(S)-N-(8,9-difluoro-6-oxo-1,4,5,6-tetrahydro-2H-pyrano[3,4-c]isoquinolin-1-yl)-N-methylindolizine-2-carboxamide FC=1C(=CC=2C3=C(NC(C2C1)=O)COC[C@H]3N(C(=O)C=3C=C1C=CC=CN1C3)C)F